C(C)(C)(C)OC(=O)NC[C@@H](C(=O)[O-])C1=CC=C(C=C1)COC(C1=C(C=C(C=C1)C)C)=O.[NH2+]1CCNCC1 piperazinium (S)-3-((tert-butoxycarbonyl)amino)-2-(4-(((2,4-dimethylbenzoyl)oxy)methyl)phenyl)propanoate